C(C)(C)(C)OC(=O)N1CC(C1)N(CCC=O)C 3-(methyl-(3-oxopropyl)amino)azetidine-1-carboxylic acid tert-butyl ester